COC(=O)C1=C(C=C(C=C1)C(=O)OC)N=NC(C(C)=O)C(=O)NC1=CC2=C(NC(N2)=O)C=C1 2-[[1-[[(2,3-dihydro-2-oxo-1H-benzimidazol-5-yl)amino]carbonyl]-2-oxopropyl]azo]-1,4-benzenedicarboxylic acid dimethyl ester